ClC=1C=C(C=CC1)C=1N=C2SC3=C(N2C1)C=CC(=C3)C(=O)NCCCN(CC)CC 2-(3-chlorophenyl)-N-(3-(diethylamino)propyl)benzo[d]imidazo[2,1-b]thiazole-7-carboxamide